ClC1=C(C=C(C=C1)S(=O)(=O)C=1C2=C(N(C(N1)N)C1=C(C=C(C=C1)N1CCC(CC1)N(C)C)OC)C=CN2)C(F)(F)F (4-chloro-3-trifluoromethylbenzenesulfonyl)-N-(4-(4-(dimethylamino)-1-piperidinyl)-2-methoxyphenyl)-2-amino-5H-pyrrolo[3,2-d]pyrimidine